bromo-3-methyl-1H-pyrazole BrN1N=C(C=C1)C